1-(1-methyl-6-(1-(3-(((1r,4r)-4-((5-(trifluoromethyl)pyrimidin-2-yl)amino)-cyclohexyl)sulfonyl)benzyl)piperidin-4-yl)-1H-indazol-3-yl)dihydropyrimidine-2,4(1H,3H)-dione CN1N=C(C2=CC=C(C=C12)C1CCN(CC1)CC1=CC(=CC=C1)S(=O)(=O)C1CCC(CC1)NC1=NC=C(C=N1)C(F)(F)F)N1C(NC(CC1)=O)=O